3,5-dimethylbenzylthiophenol CC=1C=C(CC2=C(C=CC=C2)S)C=C(C1)C